Tert-Butyl N-(5-prop-2-ynoxypentyl)carbamate C(C#C)OCCCCCNC(OC(C)(C)C)=O